CO[C@H](C=O)OCC=O 2-[(1S)-1-methoxy-2-oxo-ethoxy]acetaldehyde